C(C)(C)(C)OC1=NC(=CC(=C1)O)N1C(CN(CC1)S(=O)(=O)CC)C(F)(F)F 2-tert-butoxy-6-[4-ethylsulfonyl-2-(trifluoromethyl)piperazin-1-yl]pyridin-4-ol